(-)-(2S)-1-oxo-1-(2-propanyloxy)-2-propyl 2,2-dimethylpropionate CC(C(=O)O[C@H](C(OC(C)C)=O)C)(C)C